4-(5-(difluoromethyl)-2-methoxyphenyl)-6-methylnicotinic acid FC(C=1C=CC(=C(C1)C1=CC(=NC=C1C(=O)O)C)OC)F